FC=1C=C(C(=O)NC=2SC3=C(N2)C=C(C=C3)C(=O)O)C=C(C1F)F 2-(3,4,5-trifluorobenzamido)benzo[d]thiazole-5-carboxylic acid